2-propenoic acid, (dimethoxymethylsilyl)methyl ester C(C=C)(=O)OC[SiH2]C(OC)OC